N1=CC(=CC=C1)N1N=C2C=CC(=CC2=C1)C(=O)N 2-(3-pyridinyl)indazole-5-carboxamide